C12CC(CC(CC1)O2)C=2N=C1N(C=C(C(=C1)OC(C)C)C(=O)NC1=NC(=CC=C1)OC)C2 2-(8-oxabicyclo[3.2.1]oct-3-yl)-7-isopropoxy-N-(6-methoxypyridin-2-yl)imidazo[1,2-a]pyridine-6-carboxamide